4,4'-methylenebis(2-bromo-6-methylphenol) C(C1=CC(=C(C(=C1)C)O)Br)C1=CC(=C(C(=C1)C)O)Br